C(C)(C)(C)OC(=O)N(CCOC=1C=C(C=CC1)C(C(=O)OCC)(F)F)C ethyl 2-(3-(2-(tert-butoxycarbonyl (methyl)amino)ethoxy)phenyl)-2,2-difluoroacetate